FC1=C(C=CC=C1F)NC(=O)[C@H]1C(N(C[C@@H]1C1=NN(C(=C1)C(F)(F)F)C)C)=O (3s,4r)-N-(2,3-difluorophenyl)-1-methyl-4-[1-methyl-5-(trifluoromethyl)-1H-pyrazol-3-yl]-2-oxo-3-pyrrolidinecarboxamide